ClC=1C=C(C(=O)NC=2SC(=C3C(NC(C32)C3=C(C=CC(=C3)F)Cl)=O)C(=O)NC)C=C(C1)F 3-(3-Chloro-5-fluorobenzamido)-4-(2-chloro-5-fluorophenyl)-N-methyl-6-oxo-5,6-dihydro-4H-thieno[3,4-c]pyrrole-1-carboxamide